N-((3-(3,7-dimethylocta-2,6-dien-1-yl)-2,4-dihydroxy-6-pentylphenyl)sulfonyl)-2-(3-methyl-1H-1,2,4-triazol-5-yl)acetamide CC(=CCC=1C(=C(C(=CC1O)CCCCC)S(=O)(=O)NC(CC1=NC(=NN1)C)=O)O)CCC=C(C)C